O=C1N(C=CC=C1)C1=NC=CC(=C1)B(O)O (2-oxo-2H-[1,2'-bipyridin]-4'-yl)boronic acid